(S)-1-(1-(3-chloro-4-fluorophenyl)-2-hydroxyethyl)-4-(3-(1-methyl-1H-pyrazol-4-yl)-1H-indazol-5-yl)pyridin-2(1H)-one ClC=1C=C(C=CC1F)[C@@H](CO)N1C(C=C(C=C1)C=1C=C2C(=NNC2=CC1)C=1C=NN(C1)C)=O